CS(=O)(=O)O.BrC=1C=C2C3=C(N(C2=CC1)C1C(N(C(CC1)=O)CC1=CC=C(C=C1)OC)=O)N=CC=C3 3-(6-bromo-9H-pyrido[2,3-b]indol-9-yl)-1-(4-methoxybenzyl)piperidine-2,6-dione methansulfonat